6-cyclopropaneamido-4-[(4-{5-[ethyl(methyl)carbamoyl]pyrazin-2-yl}-3-methoxypyridin-2-yl)amino]-N-(2H3)methylpyridazine-3-carboxamide C1(CC1)C(=O)NC1=CC(=C(N=N1)C(=O)NC([2H])([2H])[2H])NC1=NC=CC(=C1OC)C1=NC=C(N=C1)C(N(C)CC)=O